1-((5-(tert-butylsulfonyl)pyrazolo[1,5-a]pyridin-6-yl)oxy)propan-2-ol C(C)(C)(C)S(=O)(=O)C1=CC=2N(C=C1OCC(C)O)N=CC2